1-(4-cyclopropoxyphenyl)-4-methylpentan-1-one C1(CC1)OC1=CC=C(C=C1)C(CCC(C)C)=O